CC=1SC(=CC1C1=NC=CC2=C1NC1=CC=C(C=C21)F)CCC 1-(2-methyl-5-propylthiophen-3-yl)-6-fluoro-9H-pyrido[3,4-b]indole